vinyl-phosphonic acid dilithium salt [Li+].[Li+].C(=C)P([O-])([O-])=O